BrCC1=C(C=C(C=C1F)F)F 2-(bromomethyl)-1,3,5-trifluorobenzene